C(C)(C)(C)O[C@@H]([C@H](NC(NC(C)(C)C)=O)C(=O)N1[C@@H]([C@H]2C([C@H]2C1)(C)C)C(=O)N[C@H](C=O)C[C@H]1C(NCC1)=O)C (1R,2S,5S)-3-(O-(tert-butyl)-N-(tert-butylcarbamoyl)-L-threonyl)-6,6-dimethyl-N-((S)-1-oxo-3-((S)-2-oxopyrrolidin-3-yl)propan-2-yl)-3-azabicyclo[3.1.0]hexane-2-carboxamide